C(CCC)OC(C(CCC)O)=O butyl-2-hydroxypentanoate